Methyl propyl carbonate C(OC)(OCCC)=O